1,2,3,4-tetrachlorocyclopentane ClC1C(C(C(C1)Cl)Cl)Cl